C1(CC1)C1=NC(=NC(=C1)OC)N 4-cyclopropyl-6-methoxy-pyrimidin-2-amine